(S)-3-(1-aminoethyl)-2-(5-methoxy-1H-pyrazol-3-yl)-8-methylisoquinolin-1(2H)-one N[C@@H](C)C=1N(C(C2=C(C=CC=C2C1)C)=O)C1=NNC(=C1)OC